triethoxy(2,4,4-trimethoxypentyl)silane C(C)O[Si](CC(CC(C)(OC)OC)OC)(OCC)OCC